C(C1=CC=CC=C1)OC(=O)N1[C@@H](CCCC1)C(=O)O (2S)-1-benzyloxycarbonylpiperidine-2-formic acid